5-amino-3-(4-phenoxyphenyl)-4,5-dihydro-1H-pyrazole-4-carbonitrile NC1C(C(=NN1)C1=CC=C(C=C1)OC1=CC=CC=C1)C#N